N-(3-fluorophenyl)-4-(1-methylethyl)-N-({5-[5-(trifluoromethyl)-1,2,4-oxadiazol-3-yl]pyridin-2-yl}methyl)pyrimidine-5-carboxamide FC=1C=C(C=CC1)N(C(=O)C=1C(=NC=NC1)C(C)C)CC1=NC=C(C=C1)C1=NOC(=N1)C(F)(F)F